tert-butyl N-[2-[2,4-dichloro-6-[2-(7-fluoro-2-methyl-1H-indol-3-yl)ethyl amino]pyrimidin-5-yl]oxyethyl]carbamate ClC1=NC(=C(C(=N1)Cl)OCCNC(OC(C)(C)C)=O)NCCC1=C(NC2=C(C=CC=C12)F)C